CC1=C(C2=C(N(C(=N2)CCl)C(C)C)C=C1)OC methyl-2-(chloromethyl)-1-isopropyl-4-methoxy-1H-benzo[d]imidazole